3-(2-(1-((Isopropoxycarbonyl)oxy)ethoxy)-2,2-diphenylacetoxy)spiro[bicyclo[3.2.1]octane-8,1'-pyrrolidin]-8-ium trifluoroacetate FC(C(=O)[O-])(F)F.C(C)(C)OC(=O)OC(C)OC(C(=O)OC1CC2CCC(C1)[N+]21CCCC1)(C1=CC=CC=C1)C1=CC=CC=C1